N-[(1S)-1-[3-[5-hydroxy-2-pyridyl]pyrazin-2-yl]ethyl]-3,5-bis(trifluoromethyl)benzamide OC=1C=CC(=NC1)C=1C(=NC=CN1)[C@H](C)NC(C1=CC(=CC(=C1)C(F)(F)F)C(F)(F)F)=O